C1(CC1)[C@@H](NS(=O)(=O)CCCCCN1C(C2=CC=CC=C2C1=O)=O)C1=CC(=C(C=C1)F)OCC1CC1 (R)-N-(cyclopropyl-(3-(cyclopropylmethoxy)-4-fluorophenyl)methyl)-5-(1,3-dioxoisoindolin-2-yl)pentane-1-sulfonamide